FC1=C(C(=CC=C1)B1OC(C(O1)(C)C)(C)C)N1N=C(N=C1C)C 1-(2-fluoro-6-(4,4,5,5-tetramethyl-1,3,2-dioxaborolan-2-yl)phenyl)-3,5-dimethyl-1H-1,2,4-triazole